C(CCCCCCCCCCCCCCCCC)(=O)C(OP(=O)(O)O)(C(O)CO)C(CCCCCCCCCCCCCCCCC)=O distearoyl-phosphoglycerol